ONC(=O)C=1C=CC2=C(N(C=N2)C[C@H]2OCC2)C1 N-hydroxy-1-{[(2S)-oxetan-2-yl]methyl}-1H-1,3-benzodiazole-6-carboxamide